4-(1-carbamimidoyl-1,2,3,6-tetrahydropyridin-4-yl)-N-(4-guanidinophenyl)-2-methylbenzamide C(N)(=N)N1CCC(=CC1)C1=CC(=C(C(=O)NC2=CC=C(C=C2)NC(=N)N)C=C1)C